N-(5-(3,4-difluorophenoxy)pyridin-2-yl)-2-(3,3-dimethyl-4-(6-oxo-1,6-dihydropyridine-3-carbonyl)piperazin-1-yl)propanamide FC=1C=C(OC=2C=CC(=NC2)NC(C(C)N2CC(N(CC2)C(=O)C2=CNC(C=C2)=O)(C)C)=O)C=CC1F